C(C)OC(=O)[C@@H]1CN(CCC1)C([C@H](NC1=CC=C2C(=CC(OC2=C1)=O)C1=C(C=CC=C1)C)C)=O.[N+](=O)([O-])C=1C=C(C=C2C(C(CCC2)=O)=CC2=CC(=CC=C2)[N+](=O)[O-])C=CC1 di(m-nitrobenzylidene)cyclohexanone ethyl-(S)-1-((2-oxo-4-(o-tolyl)-2H-chromen-7-yl)-D-alanyl)piperidine-3-carboxylate